α-chloro-tyrosine Cl[C@](N)(CC1=CC=C(C=C1)O)C(=O)O